3-((tert-butyldimethylsilyloxy)propyl)-7-chloro-3-(3,5-dimethoxyphenyl)-1,6-naphthyridine-2(1H)-aldehyde [Si](C)(C)(C(C)(C)C)OCCCC1(C(NC2=CC(=NC=C2C1)Cl)C=O)C1=CC(=CC(=C1)OC)OC